2,6-dichloro-oxazolo[4,5-b]pyridine ClC=1OC=2C(=NC=C(C2)Cl)N1